C1(CC1)S(=O)(=O)NC1=NC=CC(=N1)C1(CCN(CC1)S(=O)(=O)C(F)(F)F)C(=O)NC1=NC=C(C=C1)C1=NC(=CN=C1)OCC 4-(2-(cyclopropanesulfonylamino)pyrimidin-4-yl)-N-(5-(6-ethoxypyrazin-2-yl)pyridin-2-yl)-1-((trifluoromethyl)sulfonyl)piperidine-4-carboxamide